3-Amino-8-(3-cyano-5-methylphenyl)-N-propylimidazo[1,2-a]pyridine-2-carboxamide NC1=C(N=C2N1C=CC=C2C2=CC(=CC(=C2)C)C#N)C(=O)NCCC